(3S,6S,7aS,8aR,9aR)-3-(3-(4-(4-methylpiperazin-1-yl)pyridin-3-yl)azetidine-1-carbonyl)-5-oxodecahydro-1H-cyclopropa[d]pyrrolo[1,2-a]azocin CN1CCN(CC1)C1=C(C=NC=C1)C1CN(C1)C(=O)[C@@H]1CC[C@H]2N1C(CC[C@@H]1[C@@H](C2)C1)=O